(R)-1-methyl-5-((5-(pyrazolo[1,5-a]pyridin-5-yl)-7H-pyrrolo[2,3-d]pyrimidin-2-yl)amino)piperidin-2-one CN1C(CC[C@H](C1)NC=1N=CC2=C(N1)NC=C2C2=CC=1N(C=C2)N=CC1)=O